OCC1CCC(CC1)NC=1C2=C(N=CN1)NC=C2C(C2=CC=C(C=C2)F)=O 4-((1r,4r)-4-hydroxymethyl-cyclohexylamino)-5-(4-fluorobenzoyl)-7H-pyrrolo[2,3-d]pyrimidine